dimethylethoxysilylisobutylene C[Si](OCC)(C)CC(C)=C